methyl 2-ethyl-6,6-dimethylcyclohexa-1,3-diene-1-carboxylate C(C)C1=C(C(CC=C1)(C)C)C(=O)OC